1-((1RS,3SR)-5'-Bromo-4'-chloro-1',2'-dihydrospiro[cyclopentane-1,3'-pyrrolo[2,3-b]pyridin]-3-yl)-4-methyl-1H-pyrazol-3-amine BrC=1C(=C2C(=NC1)NC[C@]21C[C@H](CC1)N1N=C(C(=C1)C)N)Cl |r|